O[C@@H](CC(=O)[O-])C[C@@H](\C=C\C=1N(C2=CC=CC=C2C1C1=CC=C(C=C1)C(F)(F)F)C(C)C)O.[Na+] |o1:1,7| sodium rel-(3R,5S,E)-3,5-dihydroxy-7-(1-isopropyl-3-(4-(trifluoromethyl)phenyl)-1H-indol-2-yl)hept-6-enoate